2-(3-chloro-4-(6-(1-methylcyclopropoxy)-9-((4-methylpyridin-2-yl)methyl)-9H-purin-8-yl)phenyl)-1-(2,6-diazaspiro[3.3]heptan-2-yl)ethan-1-one ClC=1C=C(C=CC1C=1N(C2=NC=NC(=C2N1)OC1(CC1)C)CC1=NC=CC(=C1)C)CC(=O)N1CC2(C1)CNC2